FC(CN1N=CC=2C1=NC(=CN2)N2[C@@H](CC[C@@H](C2)COC2=NC=CC(=C2)C(F)(F)F)C)F 1-(2,2-difluoroethyl)-6-((2R,5S)-2-methyl-5-(((4-(trifluoromethyl)pyridin-2-yl)oxy)methyl)piperidin-1-yl)-1H-pyrazolo[3,4-b]pyrazine